N1CCC(CC1)N1C(C2=C(CC1)C(=NN2COCC[Si](C)(C)C)C(F)(F)F)=O 6-(piperidin-4-yl)-3-(trifluoromethyl)-1-((2-(trimethylsilyl)ethoxy)methyl)-5,6-dihydro-1H-pyrazolo[3,4-c]pyridin-7(4H)-one